C(C)OC[C@@H](C(C)C)C1=NC2=CC=CC=C2C(=C1[N+](=O)[O-])N [(1S)-1-(ethoxymethyl)-2-methyl-propyl]-3-nitro-quinolin-4-amine